9,10-dioxo-9,10-dihydroanthracene-2,6-diylbis(4-(2-((4-azidophenyl) thio) ethyl) benzoate) O=C1C2=CC=C(C=C2C(C=2C=CC(=CC12)C1=C(C(=O)[O-])C=CC(=C1)CCSC1=CC=C(C=C1)N=[N+]=[N-])=O)C1=C(C(=O)[O-])C=CC(=C1)CCSC1=CC=C(C=C1)N=[N+]=[N-]